α-glucose 1,6-bisphosphate P(=O)(O)(O)O[C@@H]1[C@H](O)[C@@H](O)[C@H](O)[C@H](O1)COP(=O)(O)O